4-fluoro-2,2-bis(methyl-d3)-7-nitro-2H-benzo[d]imidazole FC1=CC=C(C2=NC(N=C21)(C([2H])([2H])[2H])C([2H])([2H])[2H])[N+](=O)[O-]